COC1=NC=CC(=C1)N1N=CC(=C1)C=O 1-(2-methoxypyridin-4-yl)-1H-pyrazole-4-carbaldehyde